BrC1=CC=C(C=C1)NC(OCC1=CC=C(C=C1)Cl)=O 4-chlorobenzyl (4-bromophenyl)carbamate